N[C@@H]1[C@H]2CN([C@@H](C1)C2)C2=NC(=NC=1NC3=C(C=C(C=C3C12)F)NC)OC=1C=C(C(=NC1)C(C)O)F |&1:1| 1-(5-(4-((1R,4R,SR)-5-amino-2-azabicyclo[2.2.1]heptan-2-yl)-6-fluoro-8-(methylamino)-9H-pyrimido[4,5-b]indol-2-yloxy)-3-fluoropyridin-2-yl)ethanol